(1S,2R,3R,4S,5R)-3-((5-chloro-4-(4-fluoro-2-(2-hydroxypropan-2-yl)-1-isopropyl-1H-benzo[d]imidazol-6-yl)pyrimidin-2-yl)amino)-2-methyl-6,8-dioxabicyclo[3.2.1]octan-4-ol ClC=1C(=NC(=NC1)N[C@@H]1[C@H]([C@H]2CO[C@@H]([C@H]1O)O2)C)C=2C=C(C1=C(N(C(=N1)C(C)(C)O)C(C)C)C2)F